CC(C=COC=CCCC)=C pentenyl (3-methyl-butadienyl) ether